FC=1C=C2C(=NNC2=CC1)C(=O)N1CCC(CC1)C1=C(C=CC=C1)C(F)(F)F (5-fluoro-1H-indazol-3-yl)(4-(2-(trifluoromethyl)phenyl)piperidin-1-yl)methanone